COCC(NC)C1=CC=NC=C1 2-methoxy-N-methyl-1-(4-pyridyl)ethanamine